N2-(5-chloropyridin-3-yl)-N'-isopropyl-6-phenyl-1,3,5-triazine-2,4-diamine ClC=1C=C(C=NC1)NC1=NC(=NC(=N1)NC(C)C)C1=CC=CC=C1